2-hydroxymethyl-piperazine OCC1NCCNC1